C(C)(C)[N+](=CCC(C)C)[O-] N-isopropyl-3-methylbutan-1-imine oxide